ClC1=CC(=C2C(=N1)CCC2)C(=O)Cl 2-chloro-6,7-dihydro-5H-cyclopenta[b]pyridine-4-carbonyl chloride